N-(2-((4-(5-(2-cyclopentylethyl)-1,2,4-oxadiazole-3-yl)-2-nitrophenyl)amino)ethyl)benzamide C1(CCCC1)CCC1=NC(=NO1)C1=CC(=C(C=C1)NCCNC(C1=CC=CC=C1)=O)[N+](=O)[O-]